ClC=1N=CC2=C(N1)C=NC(=C2)C2=C(C(=CC(=C2)OC)OC)F 2-chloro-6-(2-fluoro-3,5-dimethoxyphenyl)pyrido[3,4-d]pyrimidine